5-Bromo-3-trifluoromethyl-1-indenone BrC=1C=C2C(=CC(C2=CC1)=O)C(F)(F)F